The molecule is a tricarboxylic acid trianion resulting from deprotonation of the three carboxy groups of 4-carboxy-2-hydroxy-cis,cis-muconic acid; major species at pH 7.3. It is a conjugate base of a 4-carboxy-2-hydroxy-cis,cis-muconic acid. C(=C(\\C=C(/C(=O)[O-])\\[O-])/C(=O)[O-])\\C(=O)O